5-(4-((1-(4-(4-chloro-1-(4-hydroxyphenyl)-2-phenylbut-1-en-1-yl)phenyl)piperidin-4-yl)methyl)-3,5-dimethylpiperazin-1-yl)-2-(2,6-dioxopiperidin-3-yl)isoindoline-1,3-dione ClCCC(=C(C1=CC=C(C=C1)O)C1=CC=C(C=C1)N1CCC(CC1)CN1C(CN(CC1C)C=1C=C2C(N(C(C2=CC1)=O)C1C(NC(CC1)=O)=O)=O)C)C1=CC=CC=C1